(R)-(3-aminopiperidin-1-yl)(2-(5-fluoro-1-(3-methoxybenzyl)-1H-indol-2-yl)-3-methylimidazo[1,2-a]pyridin-7-yl)methanone N[C@H]1CN(CCC1)C(=O)C1=CC=2N(C=C1)C(=C(N2)C=2N(C1=CC=C(C=C1C2)F)CC2=CC(=CC=C2)OC)C